3-{4-[(3-chlorobenzene-1-carbonyl)amino]phenyl}-N-(3,3,3-trifluoropropyl)oxetane-3-carboxamide ClC=1C=C(C=CC1)C(=O)NC1=CC=C(C=C1)C1(COC1)C(=O)NCCC(F)(F)F